BrC1CN(C1)C(=O)O 3-bromoazetidine-1-carboxylic acid